FCCCCCCCCCCCCCCCCCCCCCCCCCCCCCCCCCCCCCCCC fluorotetracontane